dilauroyl-propyl-butylamine C(CCCCCCCCCCC)(=O)C(CCC)(NCCC)C(CCCCCCCCCCC)=O